C(=O)(O)[C@H](O)[C@@H](O)C(=O)O.C(=O)(O)[C@H](O)[C@@H](O)C(=O)O.CN1CCN(CC1)CC(=O)N1CCN(C2=CC=CC=C12)C1=NC=CC=C1 2-(4-methylpiperazin-1-yl)-1-(4-(pyridin-2-yl)-3,4-dihydroquinoxaline-1(2H)-yl)ethane-1-one diL-tartrate salt